(3-(1-adamantyl)-4-(methoxymethoxy)-5-(4,4,5,5-tetramethyl-1,3,2-dioxaborolan-2-yl)phenyl)(tert-butyl)dimethylsilane C12(CC3CC(CC(C1)C3)C2)C=2C=C(C=C(C2OCOC)B2OC(C(O2)(C)C)(C)C)[Si](C)(C)C(C)(C)C